N1C=NC2=C1C=CC(=C2)N2C(NCC2C2=C(C=CC=C2)Cl)=O 1-(1H-benzo[d]imidazol-5-yl)-5-(2-chlorophenyl)imidazolidin-2-one